((6-((N-(4,4-difluorocyclohexyl) acetamido) methyl) pyridin-2-yl) methyl) carbamate C(N)(OCC1=NC(=CC=C1)CN(C(C)=O)C1CCC(CC1)(F)F)=O